N-(7-(difluoromethyl)-2-methylimidazo[1,2-a]pyridin-6-yl)-4-(4,7-diazaspiro[2.5]octan-7-yl)-2,3-dihydro-1H-pyrrolo[2,3-b]pyridine-1-carboxamide diformate C(=O)O.C(=O)O.FC(C1=CC=2N(C=C1NC(=O)N1CCC=3C1=NC=CC3N3CCNC1(CC1)C3)C=C(N2)C)F